2-(4-chlorophenyl)-2-(3,5-di-tert-butyl-4-hydroxyphenyl)-1-(3-methoxyphenyl)ethan-1-one ClC1=CC=C(C=C1)C(C(=O)C1=CC(=CC=C1)OC)C1=CC(=C(C(=C1)C(C)(C)C)O)C(C)(C)C